[Zn].C(C)(C)(C)OC(=O)N1CC(C1)CN1N=C(N=C1)C=1C(=C(C=CC1)NC1=C(N=NC(=C1)NC(=O)C1CC1)C(=O)O)OC 4-((3-(1-((1-(Tert-Butoxycarbonyl)azetidin-3-yl)methyl)-1H-1,2,4-triazol-3-yl)-2-methoxyphenyl)amino)-6-(cyclopropanecarboxamido)pyridazine-3-carboxylic acid zinc